benzyl 4-[1-amino-3-[(3S)-1-tert-butoxycarbonyl-5,5-dimethyl-pyrrolidin-3-yl]propyl]-3,6-dihydro-2H-pyridine-1-carboxylate NC(CC[C@@H]1CN(C(C1)(C)C)C(=O)OC(C)(C)C)C=1CCN(CC1)C(=O)OCC1=CC=CC=C1